ClC=1C=2C(N=C3N(C2C=CC1)C1=CC(=CC=C1C31CCCCC1)C1CCN(CC1)CC(=O)N1CCN(CC1)C=1C=C(C=CC1F)N1C(CCCC1=O)=O)=O (3-(4-(2-(4-(4'-chloro-5'-oxo-5'H-spiro[cyclohexane-1,7'-indolo[1,2-a]quinazolin]-10'-yl)piperidin-1-yl)acetyl)piperazin-1-yl)-4-fluorophenyl)piperidine-2,6-dione